2-methyl-1,4-phenylene bis(4-hydroxybenzoate) OC1=CC=C(C(=O)OC2=C(C=C(C=C2)OC(C2=CC=C(C=C2)O)=O)C)C=C1